methyl 5-(N-tert-butoxycarbonyl-S-methyl-sulfonimidoyl)thiophene-2-carboxylate C(C)(C)(C)OC(=O)N=S(=O)(C)C1=CC=C(S1)C(=O)OC